C(C)[NH2+]CC.C(C1=CC=CC=C1)(C1=CC=CC=C1)(C1=CC=CC=C1)N[C@@H](CCO)C(=O)[O-] trityl-L-homoserine diethylammonium salt